C(C)(C)(C)OC(=O)N1[C@H](CN(CC1)CC1=C(C(=CC(=C1)C)NC=1OC(=NN1)C1=CC=NO1)C)C (2S)-4-[[3-[(5-isoxazol-5-yl-1,3,4-oxadiazol-2-yl)amino]-2,5-dimethyl-phenyl]methyl]-2-methyl-piperazine-1-carboxylic acid tert-butyl ester